ClC1=C2C[C@@H]([C@H](C2=CC=C1)NC(OC(C)(C)C)=O)CO tert-Butyl N-[(1R,2S)-4-chloro-2-(hydroxymethyl)-2,3-dihydro-1H-inden-1-yl]carbamate